Caffeine-d9 tert-butyl-4-oxo-2-(1-(3-phenoxyphenyl)cyclopropyl)-3,4,5,7,8,9-hexahydro-6H-pyrimido[5,4-c]azepine-6-carboxylate C(C)(C)(C)OC(=O)N1CC2=C(CCC1)N=C(NC2=O)C2(CC2)C2=CC(=CC=C2)OC2=CC=CC=C2.N2(C([2H])([2H])[2H])C(=O)N(C([2H])([2H])[2H])C=1N=C(N(C([2H])[2H])C1C2=O)[2H]